C(CCCCCCC\C=C/C\C=C/CCCCC)(=O)OCC(COC(CC12CC3CC(CC(C1)C3)C2)=O)COC(=O)OCCC2N(CCC2)C 3-(2-((3r,5r,7r)-adamantan-1-yl)acetoxy)-2-((((2-(1-methylpyrrolidin-2-yl)ethoxy)carbonyl)oxy)methyl)propyl (9Z,12Z)-octadeca-9,12-dienoate